N-(1-(3-(2-Methylhydrazine-1-carbonyl)pyrazin-2-yl)ethyl)-3,5-bis(trifluoromethyl)benzamide CNNC(=O)C=1C(=NC=CN1)C(C)NC(C1=CC(=CC(=C1)C(F)(F)F)C(F)(F)F)=O